C1=C(C=CC2=CC=CC=C12)OC([C@@H](NC(=O)OC(C)(C)C)C)=O (tert-butoxycarbonyl)-L-alanine naphthalen-2-yl ester